[N+](=[N-])=CC(CC[C@@H](C(=O)OC(C)C)NC([C@H](CC1=CC=CC=C1)O)=O)=O isopropyl (S)-6-diazo-2-((S)-2-hydroxy-3-phenylpropanamido)-5-oxohexanoate